C1(=CC=CC=2SC3=C(C21)C=CC=C3)C=3C(=C(C=CC3)C=3C(=CC=CC3)C3=CC=CC=C3)C3=NN=NC(=C3C3=C(C(=CC=2C1=CC=CC=C1CC32)C)C)C3=CC=CC=C3 (dibenzothiophenyl)[phenyl(dimethylfluorenyl)triazinyl]terbenzen